(R)-2-((5-chloro-2,3-dihydrobenzofuran-3-yl)amino)-N-hydroxypyrimidine-5-carboxamide ClC=1C=CC2=C([C@H](CO2)NC2=NC=C(C=N2)C(=O)NO)C1